3',4'-dimethoxy-α-naphthoflavone COC1=C(C=C(C=C1)C2=CC(=O)C3=C(O2)C4=CC=CC=C4C=C3)OC